N-methyl-N-hexyl-toluidine CN(C=1C(=CC=CC1)C)CCCCCC